CC1(OC=2C=C(C(=C(C2C2C1CCC(=C2)C)O)C2=NC=CC=N2)CCCCC)C 6,6,9-trimethyl-3-pentyl-2-(pyrimidin-2-yl)-6a,7,8,10a-tetrahydro-6H-benzo[c]chromen-1-ol